ClC=1C=CC2=C(N=C(S2)S(=O)(=O)C2=CC=C(C)C=C2)C1 5-chloro-2-(p-toluenesulfonyl)benzo[d]thiazole